Cl.ClCC(=O)C=1C=NC=C(C1)F 2-chloro-1-(5-fluoropyridin-3-yl)ethan-1-one hydrochloride